(S)-N-(3-(6-amino-2-(difluoromethyl)-3,3-difluoro-2,3,4,5-tetrahydropyridin-2-yl)-4-fluorophenyl)-5-(methoxy-d3)picolinamide NC=1CCC([C@@](N1)(C(F)F)C=1C=C(C=CC1F)NC(C1=NC=C(C=C1)OC([2H])([2H])[2H])=O)(F)F